N-(5-bromo-2-cyclopropanecarbonyl-4-fluorophenyl)-4-methyl-N-(prop-2-en-1-yl)benzenesulfonamide BrC=1C(=CC(=C(C1)N(S(=O)(=O)C1=CC=C(C=C1)C)CC=C)C(=O)C1CC1)F